2-(2-(trifluoromethyl)phenoxy)fumaric acid FC(C1=C(O/C(/C(=O)O)=C\C(=O)O)C=CC=C1)(F)F